C1=CC(=C(C(=C1)F)[N+](=O)[O-])F 2,6-difluoronitrobenzene